Cl.C1N(CC12CCNCC2)C(=O)OC(C)(C)C tert-butyl 2,7-diazaspiro[3.5]nonane-2-carboxylate hydrochloride